C1(CC1)C1N(C2=CC=C(C=C2CC1)C1OC=CC1)S(=O)(=O)C=1C=CC(=C(CO)C1)OCC1CCOCC1 5-((2-cyclopropyl-6-(2,3-dihydrofuran-2-yl)-3,4-dihydroquinolin-1(2H)-yl)sulfonyl)-2-((tetrahydro-2H-pyran-4-yl)methoxy)benzyl alcohol